N1(CCCC1)CCCCN(CCC(=O)OCC(CCCCCCCCCC)CCCCCCCC)CCC(=O)OCC(CCCCCCCCCC)CCCCCCCC bis(2-octyldodecyl) 3,3'-((4-(pyrrolidin-1-yl)butyl)azanediyl)dipropionate